7-bromo-N-[(1S,2S)-2-[[tert-butyl(dimethyl)silyl]oxymethyl]cyclopentyl]-2-chloro-8-fluoro-N-methyl-6-(trifluoromethyl)quinazolin-4-amine BrC1=C(C=C2C(=NC(=NC2=C1F)Cl)N(C)[C@@H]1[C@H](CCC1)CO[Si](C)(C)C(C)(C)C)C(F)(F)F